C(C)N1N=C(C=C1C=1NC(=NN1)C1=C2C=NN(C2=CC(=C1)C(=O)N)[C@@H](CN1CCOCC1)C)C 4-[5-(1-ethyl-3-methyl-1H-pyrazol-5-yl)-4H-1,2,4-triazol-3-yl]-1-[(2R)-1-(morpholin-4-yl)propan-2-yl]-1H-indazole-6-carboxamide